5-[2-(4-methoxyphenoxy)-5-(trifluoromethyl)anilino]-5-oxo-3-phenylpentanoic acid COC1=CC=C(OC2=C(NC(CC(CC(=O)O)C3=CC=CC=C3)=O)C=C(C=C2)C(F)(F)F)C=C1